((1R)-2-(benzofuran-3-yl)-1-(2-(4,5-dihydro-2H,3'H-spiro[furan-3,1'-isobenzofuran]-4'-yl)acetamido)ethyl)boronic acid O1C=C(C2=C1C=CC=C2)C[C@H](NC(CC2=C1COC3(C1=CC=C2)COCC3)=O)B(O)O